COC([C@H](N(C1CCCC1)C1=NC(=NC=C1[N+](=O)[O-])Cl)C)=O N-(2-chloro-5-nitropyrimidin-4-yl)-N-cyclopentyl-D-alanine methyl ester